6-[8-[3-(methylamino)propionyl]-3,8-diazabicyclo[3.2.1]oct-3-yl]pyridine-3-carbonitrile hydrochloride Cl.CNCCC(=O)N1C2CN(CC1CC2)C2=CC=C(C=N2)C#N